(S)-8'-(difluoromethoxy)-8-fluoro-7-(trifluoromethoxy)-6'-(trifluoromethyl)-3'h-spiro[chroman-4,2'-imidazo[1,2-a]pyridine] FC(OC=1C=2N(C=C(C1)C(F)(F)F)C[C@]1(N2)CCOC2=C(C(=CC=C21)OC(F)(F)F)F)F